C(C1=CC=CC=C1)OC1=CC=C(CC2C(NC(C(N2)=O)CC2=CC=C(C=C2)OCC2=CC=CC=C2)=O)C=C1 3,6-Di(p-(Benzyloxy)benzyl)-2,5-diketopiperazin